3-(4-fluorophenyl)pyridinealdehyde FC1=CC=C(C=C1)C=1C(=NC=CC1)C=O